N[C@@H]1C2=CC=CC=C2CC12CCN(CC2)C2=NC=C(C(N2)=O)C#CCC2=CC(=CC=C2)O (S)-2-(1-amino-1,3-dihydrospiro[indene-2,4'-piperidin]-1'-yl)-5-(3-(3-hydroxyphenyl)prop-1-yn-1-yl)pyrimidin-4(3H)-one